sulfur 2,6-dimethyl-4-methoxybenzene CC1=CC(=CC(=C1)OC)C.[S]